C(C)(C)N(P(N(C(C)C)C(C)C)OCCC1=CC(=CC=C1)F)C(C)C N,N,N',N'-tetraisopropyl-1-(3-fluorophenethoxy)phosphanediamine